C(CCC)C(C(=O)OCCCCCCCCCN(CCCCCCCCCOC(C(CCCCCC)CCCC)=O)CCCO)CCCCCC ((3-hydroxypropyl)azanediyl)bis(nonane-9,1-diyl) bis(2-butyl octanoate)